(E)-1-ethynylcyclobutan-1-ol C(#C)C1(CCC1)O